2-(N-[4-amino-5-[4-[2-amino-1-methyl-2-oxo-ethoxy]benzoyl]thiazol-2-yl]anilino)propanamide NC=1N=C(SC1C(C1=CC=C(C=C1)OC(C(=O)N)C)=O)N(C1=CC=CC=C1)C(C(=O)N)C